(S)-6-amino-2-(1-amino-1,3-dihydrospiro[indene-2,4'-piperidine]-1'-yl)-3-methyl-5-((2-methylpyridin-3-yl)thio)pyrimidin-4(3H)-one NC1=C(C(N(C(=N1)N1CCC2(CC1)[C@@H](C1=CC=CC=C1C2)N)C)=O)SC=2C(=NC=CC2)C